C(C)(C)(C)OC(=O)N1CC(CCC1)CN1C(N(C2=C1C=C(C=C2)NC2=C(C(=NC=C2)Cl)C#N)C)=O 3-((6-((2-Chloro-3-cyanopyridin-4-yl)amino)-3-methyl-2-oxo-2,3-dihydro-1H-benzo[d]imidazol-1-yl)methyl)piperidine-1-carboxylic acid tert-butyl ester